1-(2-(tert-butoxy)-2-oxoethoxy)cyclopropane-1-carboxylic acid benzyl ester C(C1=CC=CC=C1)OC(=O)C1(CC1)OCC(=O)OC(C)(C)C